BrC=1C=NN(C1)C(CC(OC)OC)C1=CC=CC=C1 4-bromo-1-(3,3-dimethoxy-1-phenylpropyl)-1H-pyrazole